C[Si](CCOCN1C=NC2=C1C=CC=C2C2CCN(CC2)C(=O)OC(C)(C)C)(C)C tert-butyl 4-[1-(2-trimethylsilylethoxymethyl)benzimidazol-4-yl]piperidine-1-carboxylate